1-(3,5-difluoro-4-(((6-(piperidin-4-yl)pyridin-2-yl)oxy)methyl)-phenyl)ethan-1-one FC=1C=C(C=C(C1COC1=NC(=CC=C1)C1CCNCC1)F)C(C)=O